CC1([C@@H]2CC([C@]1(CC2)CS(=O)(=O)O)=O)C.C(C2=CC=CC=C2)(C2=CC=CC=C2)N2[C@H](CC2)C (2S)-1-benzhydryl-2-methyl-azetidine [(1R,4S)-7,7-dimethyl-2-oxo-norbornan-1-yl]methanesulfonic acid salt